5-bromo-2H-spiro[benzofuran-3,1'-cyclopropan]-2-one BrC=1C=CC2=C(C1)C1(CC1)C(O2)=O